N-tert-butyl-2-({2-[4-(2-hydroxyethoxy)-6-methylpyridin-2-yl]-5H,6H,7H-cyclopenta[d]pyrimidin-4-yl}(methyl)amino)acetamide C(C)(C)(C)NC(CN(C)C=1C2=C(N=C(N1)C1=NC(=CC(=C1)OCCO)C)CCC2)=O